methyl-3-(5-methylthiophene-2-yl)-1-(4-(trifluoromethyl)phenyl)-1H-indole-5-sulfonamide CC=1N(C2=CC=C(C=C2C1C=1SC(=CC1)C)S(=O)(=O)N)C1=CC=C(C=C1)C(F)(F)F